2-(cyclopropanesulfonamido)benzamide C1(CC1)S(=O)(=O)NC1=C(C(=O)N)C=CC=C1